7-(4-amino-2,6-difluorophenyl)-2,9-dichloro-5-ethyl-5,7-dihydro-6H-benzo[d]pyrido[3,2-f][1,3]diazepin-6-one NC1=CC(=C(C(=C1)F)N1C(N(C2=C(C3=C1C=C(C=C3)Cl)C=C(C=N2)Cl)CC)=O)F